2-(2,6-dioxopiperidin-3-yl)-5-((4-(5-methylthiophen-2-yl)-3,6-dihydropyridine-1(2H)-yl)methyl)isoindoline-1,3-dione O=C1NC(CCC1N1C(C2=CC=C(C=C2C1=O)CN1CCC(=CC1)C=1SC(=CC1)C)=O)=O